7-((3,3-Difluorocyclobutyl)methoxy)-N-(1-(difluoromethyl)-2-oxo-1,2-dihydropyridin-3-yl)-2-(1-methyl-2-oxabicyclo[2.1.1]hexan-4-yl)imidazo[1,2-a]pyridine-6-carboxamide FC1(CC(C1)COC1=CC=2N(C=C1C(=O)NC=1C(N(C=CC1)C(F)F)=O)C=C(N2)C21COC(C2)(C1)C)F